BrC1=CC=C(C[C@H]2CO[C@H](CN2C(=O)OC(C)(C)C)COC(C)(C)C)C=C1 tert-butyl (2R,5S)-5-(4-bromobenzyl)-2-(tert-butoxymethyl)morpholine-4-carboxylate